4-((adamantan-1-yl)carbamoyl)-2-(methylthio)pyrimidine-5-carboxylic acid ethyl ester C(C)OC(=O)C=1C(=NC(=NC1)SC)C(NC12CC3CC(CC(C1)C3)C2)=O